1-chloro-4-(1-chloropropyl)benzene ClC1=CC=C(C=C1)C(CC)Cl